Cl[Si]1(C[Si](C1)(C)C)C 1-chloro-1,3,3-trimethyl-1,3-disilacyclobutane